2-(1-benzyl-1H-indol-6-yloxy)-pyrido[3,4-d]pyrimidine-4-ol C(C1=CC=CC=C1)N1C=CC2=CC=C(C=C12)OC=1N=C(C2=C(N1)C=NC=C2)O